3-acryloxy-propyldimethylchlorosilane C(C=C)(=O)OCCC[Si](Cl)(C)C